ClP(C1=CC=CC=C1)(C1=CC=CC=C1)(C1=CC=CC=C1)Cl dichloro(triphenyl)-phosphane